IC1=CC2=C(OC3(CCCCC3)OC2=O)C(=C1)I 6,8-diiodo-4H-spiro[benzo[d][1,3]dioxine-2,1'-cyclohexane]-4-one